C[C@@](CC(=O)O)(C(=O)O)N (R)-(-)-2-AMINO-2-METHYLBUTANEDIOIC ACID